C1(CCCCC1)CCC(=O)OC(CSCCCCCC(CCCCCSCC(CCCCCC)OC(CCC1CCCCC1)=O)N(C([2H])([2H])[2H])CCCCO[Si](C1=CC=CC=C1)(C1=CC=CC=C1)C(C)(C)C)CCCCCC ((6-((4-tert-butyldiphenylsilyloxy-butyl)(methyl-d3)amino)undecane-1,11-diyl)bis(sulfanediyl))bis-(octane-1,2-diyl) bis(3-cyclohexylpropanoate)